1-(4-((4-amino-7-isopropyl-5-(4-phenoxyphenyl)-7H-pyrrolo[2,3-d]pyrimidin-6-yl)ethynyl)-4-hydroxypiperidin-1-yl)prop-2-en-1-one NC=1C2=C(N=CN1)N(C(=C2C2=CC=C(C=C2)OC2=CC=CC=C2)C#CC2(CCN(CC2)C(C=C)=O)O)C(C)C